FC=1C=2N(C=C(C1)C=1N=C3N(C(C1)=O)C=C(C=C3)N3C[C@@H](N(CC3)CCOC)C)C=C(N2)C 2-(8-fluoro-2-methylimidazo[1,2-a]pyridin-6-yl)-7-[(3S)-4-(2-methoxyethyl)-3-methylpiperazin-1-yl]-4H-pyrido[1,2-a]pyrimidin-4-one